(R)-1-chloro-3-(2-chloro-4-(2-(3-chloro-4-((R)-2-hydroxy-3-methoxypropoxy)phenyl)propan-2-yl)phenoxy)propan-2-ol ClC[C@@H](COC1=C(C=C(C=C1)C(C)(C)C1=CC(=C(C=C1)OC[C@@H](COC)O)Cl)Cl)O